C(C)(C)(C)OC(=O)NC1(CC(C1)C)C(=O)OCC ethyl 1-[(tert-butoxycarbonyl) amino]-3-methylcyclobutane-1-carboxylate